3-methacryloxy-2-hydroxypropyl-sodium C(C(=C)C)(=O)OCC(C[Na])O